C(C)(C)(C)N[Si](C(C(F)(F)F)(F)F)(C(C(F)(F)F)(F)F)NC(C)(C)C bis-t-butylamino-bis-pentafluoroethyl-silane